ClC=1C=C(C(=NC1)OC1=C(C=C(C(=C1)F)C=1N=NNN1)F)F 5-chloro-2-[2,5-difluoro-4-(2H-1,2,3,4-tetrazol-5-yl)phenoxy]-3-fluoropyridine